8-methyl-2-[4-(4-methylpiperazin-1-yl)anilino]-6-(5-methyl-4-prop-2-enoyl-2,3-dihydroquinoxalin-1-yl)pyrido[2,3-d]pyrimidin-7-one CN1C(C(=CC2=C1N=C(N=C2)NC2=CC=C(C=C2)N2CCN(CC2)C)N2CCN(C1=C(C=CC=C21)C)C(C=C)=O)=O